C(C)(C)(C)NC(=O)C1=C(C2=C(OCCO2)C=C1N1N=CC=C1)Cl N-(tert-butyl)-5-chloro-7-(1H-pyrazol-1-yl)-2,3-dihydrobenzo[b][1,4]dioxine-6-carboxamide